ClC1=CC(=C2CN(C(C2=C1)=O)C1C(NC(CC1)=O)=O)NCCOCCOCCOCCOC1=CC=C(C=C1)[N+](=O)[O-] 3-(6-chloro-4-((2-(2-(2-(2-(4-nitrophenoxy)ethoxy)ethoxy)ethoxy)ethyl)amino)-1-oxoisoindolin-2-yl)piperidine-2,6-dione